C(C)(=O)OC=1C(=NC=CC1OC)C(N[C@@H](C)C1=NC(=NO1)C1=CC(=CC(=C1)C)C)=O (S)-2-((1-(3-(3,5-dimethylphenyl)-1,2,4-oxadiazol-5-yl)ethyl)carbamoyl)-4-methoxypyridin-3-yl acetate